FC(C(=O)O)(F)F.O\C(=C\1/C(NC2=CC=CC=C12)=O)\C1=CC=C2C(=NNC2=C1)\C=C\C1=CC=NC=C1 (Z)-3-(hydroxy(3-((E)-2-(pyridin-4-yl)vinyl)-1H-indazol-6-yl)methylene)indolin-2-one trifluoroacetate salt